(2,4-dichlorophenyl)-2-methylpropane ClC1=C(C=CC(=C1)Cl)CC(C)C